4-((2S,4S)-1-((5-cyclopropyl-7-methyl-1H-indol-4-yl)methyl)-4-(3-(trifluoromethyl)azetidin-1-yl)piperidin-2-yl)benzoic acid C1(CC1)C=1C(=C2C=CNC2=C(C1)C)CN1[C@@H](C[C@H](CC1)N1CC(C1)C(F)(F)F)C1=CC=C(C(=O)O)C=C1